(3-[(HEXYLOXY)METHYL]-4-METHOXYPHENYL)BORANEDIOL C(CCCCC)OCC=1C=C(C=CC1OC)B(O)O